NC=1C(=NC(=CN1)C1=NC(=CC=C1C(F)(F)F)N1CCOCC1)C(=O)NC1=NC=CC=C1N1CCC(CC1)NC(OC(C)(C)C)=O tert-butyl (1-(2-(3-amino-6-(6-morpholino-3-(trifluoromethyl)pyridin-2-yl)pyrazine-2-carboxamido)pyridin-3-yl)piperidin-4-yl)carbamate